FC=1C(=CC2=C(NC(CO2)=O)C1)NC(=O)N[C@@H](C)C=1N(N=CN1)C1=NC=CC=N1 1-(6-fluoro-3-oxo-4H-1,4-benzoxazin-7-yl)-3-[(1S)-1-(2-pyrimidin-2-yl-1,2,4-triazol-3-yl)ethyl]urea